Cl.Cl.CNC1=NC(=C(C2=C1CNC2)C)C N,6,7-Trimethyl-2,3-dihydro-1H-pyrrolo[3,4-c]pyridin-4-amine, dihydrochloride salt